2-octyl-4-isothiazolin C(CCCCCCC)N1SC=CC1